CS(=O)(=O)OC=C vinyl methansulfonate